7-chloro-3-hydroxy-5-phenyl-2,3-dihydro-1H-1,4-benzodiazepine-2-one ClC=1C=CC2=C(C(=NC(C(N2)=O)O)C2=CC=CC=C2)C1